5-Ethoxy-N-[(3-fluorophenyl)-methyl]-7-methyl-2-(trifluoromethyl)-thieno[3,2-b]pyridine-6-carboxylic acid amide C(C)OC1=C(C(=C2C(=N1)C=C(S2)C(F)(F)F)C)C(=O)NCC2=CC(=CC=C2)F